Cl[Ru](=CC1=C(C=CC=C1)OC(C)C)Cl dichloro(o-isopropoxyphenylmethylen)ruthenium